FC(C=1C=CC(N(C1)N)CC[Si](C)(C)C)(F)F 5-(Trifluoromethyl)-2-(2-trimethylsilylethyl)pyridin-1-amine